D(+)-sucrose C([C@@H]1[C@H]([C@@H]([C@H]([C@H](O1)O[C@]2([C@H]([C@@H]([C@H](O2)CO)O)O)CO)O)O)O)O